[Fe].[Zr].[V] vanadium-zirconium iron